2-chloro-2'-(methoxymethyl)-[1,1'-biphenyl]-4-carboxylic acid ethyl ester C(C)OC(=O)C1=CC(=C(C=C1)C1=C(C=CC=C1)COC)Cl